2-(5-bromo-2-(bromomethyl)-3-fluorophenyl)-3-hydroxy-2-methylpropanenitrile BrC=1C=C(C(=C(C1)C(C#N)(CO)C)CBr)F